FC(C=1C=CC=2N(N1)C(=CN2)C2=CC(=NC=N2)N2C(C(CCC2)N=S(=O)(C)C)C)F ((1-(6-(6-(Difluoromethyl)imidazo[1,2-b]pyridazin-3-yl)pyrimidin-4-yl)-2-methylpiperidin-3-yl)imino)dimethyl-λ6-sulfanone